4-iodo-1,1,1,2,2,5,5,5-octafluoropentane IC(CC(C(F)(F)F)(F)F)C(F)(F)F